CN1CC(C(CC1)NC1=NC=C(C(=O)N)C=C1CC1=CC=C(C=C1)F)C 6-((1,3-dimethylpiperidin-4-yl)amino)-5-(4-fluorobenzyl)nicotinamide